C(CCC)[N+]1(CCCC1)CC N-n-butyl-N-ethyl-pyrrolidinium